OC1=C(C=CC=C1)C1=C(C(=C(C=C1)C(C)C)C(C)C)C1=C(C=CC=C1)O bis(hydroxyphenyl)diisopropylbenzene